2-fluoro-5-((6-fluoro-4-methyl-1-(phenylsulfonyl)-1H-indol-5-yl)oxy)benzonitrile FC1=C(C#N)C=C(C=C1)OC=1C(=C2C=CN(C2=CC1F)S(=O)(=O)C1=CC=CC=C1)C